O=C1NN=C(C2=CC=CC=C12)C1=CC2=C(NC(=N2)NC(OCC(F)(F)F)=O)C=C1 2,2,2-Trifluoroethyl (5-(4-oxo-3,4-dihydrophthalazin-1-yl)-1H-benzimidazol-2-yl)carbamate